[Si](C1=CC=CC=C1)(C1=CC=CC=C1)(C(C)(C)C)OC[C@@H]1[C@@H](C=C[C@H](O1)C1=CC=C(C=C1)CC1=CC=C(C=C1)OC)O (1S)-1,5-anhydro-2,3-dideoxy-6-O-(tert-butyldiphenylsilyl)-1-C-(4-(4-methoxybenzyl)phenyl)-D-threo-hex-2-enitol